C(C)(C)N1C(CCC1)CO (1-isopropylpyrrolidin-2-yl)methanol